tert-butyl 4-(6-hydroxy-4-oxo-quinazolin-3-yl)piperidine-1-carboxylate OC=1C=C2C(N(C=NC2=CC1)C1CCN(CC1)C(=O)OC(C)(C)C)=O